C(C1=CC=CC=C1)(=O)OCCC=1C2=CC=C(C=C2OC2=C(C(C=CC12)=O)N)O 4-amino-2-(6-hydroxy-3-oxo-xanthene-9-yl)-ethyl benzoate